CN1C(C2=CC=C(C=C2C=C1)C1=CC=CC=C1)=O 2-methyl-6-phenylisoquinolin-1(2H)-one